3,3'-(1,3-Phenylene)bis(2-propenoic acid) C1(=CC(=CC=C1)C=CC(=O)O)C=CC(=O)O